NC(CC(=O)[O-])C(=O)C β-aminolevulinate